4-[1-(2-aminoethyl)-2-oxopyridin-3-yl]-3-(5-cyclopropyl-2-methylpyrazol-3-yl)oxybenzonitrile NCCN1C(C(=CC=C1)C1=C(C=C(C#N)C=C1)OC=1N(N=C(C1)C1CC1)C)=O